N'-hydroxy-5-(2-methoxyethyl)-6-methylnicotinimidamide ON=C(C1=CN=C(C(=C1)CCOC)C)N